C(CCCCCCCC)N nonanamine